C(CCCCCCCCCCCCC#N)#N tetradecanedinitrile